glycyl-L-valine tert-butyl ester C(C)(C)(C)OC([C@@H](NC(CN)=O)C(C)C)=O